N[C@H](C(=O)OC[C@@H]1C[C@H]2N(CCC3=CC(=C(C=C23)OC)OC)C[C@H]1CC(C)C)CC1=CC=CC=C1 [(2R,3S,11bR)-9,10-dimethoxy-3-(2-methylpropyl)-1H,2H,3H,4H,6H,7H,11bH-pyrido[2,1-a]isoquinolin-2-yl]methyl (2S)-2-amino-3-phenylpropanoate